N1(CCC1)CC1=CC(=C(C=C1)N1C(=NC(=C1)C1=NC(=NC=C1C(F)(F)F)NC1CCN(CC1)S(=O)(=O)C)C)F 4-(1-(4-(azetidin-1-ylmethyl)-2-fluorophenyl)-2-methyl-1H-imidazol-4-yl)-N-(1-(methylsulfonyl)piperidin-4-yl)-5-(trifluoromethyl)pyrimidin-2-amine